Propan-2-yl (2S)-2-{[(S)-{[(4R,5R)-5-(2-amino-6-oxo-6,9-dihydro-1H-purin-9-yl)-4-hydroxy-4,5-dihydrofuran-2-yl]methoxy}(phenoxy)-phosphoryl]amino}propanoate NC=1NC(C=2N=CN(C2N1)[C@H]1[C@@H](C=C(O1)CO[P@](=O)(OC1=CC=CC=C1)N[C@H](C(=O)OC(C)C)C)O)=O